5-(5-(3,4-difluoro-5-(piperazin-1-yl)phenyl)-1H-pyrrolo[2,3-b]pyridin-3-yl)-N-(2,2-difluoroethyl)pyrazolo[1,5-a]pyridine-3-carboxamide FC=1C=C(C=C(C1F)N1CCNCC1)C=1C=C2C(=NC1)NC=C2C2=CC=1N(C=C2)N=CC1C(=O)NCC(F)F